1-(rac-(5R,7R)-7-fluoro-5-phenyl-6,7-dihydro-5H-pyrrolo[1,2-b][1,2,4]triazol-2-yl)-2-hydroxy-2-methyl-propan-1-one F[C@@H]1C[C@@H](N2N=C(N=C21)C(C(C)(C)O)=O)C2=CC=CC=C2 |r|